N-(2,6-dimethylpyrimidin-4-yl)-5-[4-[(2S,3R)-1,2-dimethylpyrrolidin-3-yl]oxy-2-methyl-pyrazol-3-yl]pyrazolo[1,5-a]pyridin-2-amine CC1=NC(=CC(=N1)NC1=NN2C(C=C(C=C2)C=2N(N=CC2O[C@H]2[C@@H](N(CC2)C)C)C)=C1)C